C(C)(=O)[C@]1([C@]2([C@]34C=5C(=C(C=CC5C[C@H]([C@@H]3C=C1)N(C)CC4)O)O2)C(C)=O)O di-acetylmorphine